[NH4+].CON=C1OC=CC1 methoxyiminofuran ammonium salt